5-(2,6-difluorophenyl)-2-(((2-(dimethylamino)ethyl)amino)methylene)cyclohexane-1,3-dione FC1=C(C(=CC=C1)F)C1CC(C(C(C1)=O)=CNCCN(C)C)=O